NC=1C=C2C(C(OC(C2=CC1)=O)C)C 6-Amino-3,4-dimethylisochroman-1-one